O=C(CCN[C@@H]1CCC=2C1=NNC(C2C(F)(F)F)=O)N2CCN(CC2)C2=NC=C(C=N2)C(F)(F)F (R)-7-((3-oxo-3-(4-(5-(trifluoromethyl)pyrimidin-2-yl)piperazin-1-yl)propyl)amino)-4-(trifluoromethyl)-2,5,6,7-tetrahydro-3H-cyclopenta[c]pyridazin-3-one